ClC1=CC(=CC2=C1N=C(S2)C2=C1N=CC(=NC1=CC(=C2)C)COC)OCCNS(=O)(=O)C2=CC=C(C=C2)F N-(2-(4-chloro-2-(2-(methoxymethyl)-7-methylquinoxalin-5-yl)benzo[d]thiazol-6-yloxy)ethyl)-4-fluorobenzenesulfonamide